5-(chloromethyl)-3-(2,6-dichloropyridin-3-yl)-1,2,4-oxadiazole ClCC1=NC(=NO1)C=1C(=NC(=CC1)Cl)Cl